C[C@@H]1N(C2=CC=CC=C2[C@@H](C1)NCC12CC(C1)(C2)C(=O)OC)C(CC)=O |o1:1,9| Methyl 3-((((2S*,4R*)-2-methyl-1-propionyl-1,2,3,4-tetrahydroquinolin-4-yl)amino)methyl)bicyclo[1.1.1]pentane-1-carboxylate